FC(C(F)F)(OC(C(C)(F)F)(F)F)F 1,1,2,2-tetrafluoroethoxy-1,1,2,2-tetrafluoropropane